7-[(2R)-2-[[(3-Chloropyridin-2-yl)oxy]methyl]-4-(pyridin-3-yl)pyrrolidin-1-yl]-1-[6-[3-(dimethyl-amino)azetidin-1-yl]pyridin-3-yl]-6-fluoro-4-oxoquinoline-3-carboxylic acid ClC=1C(=NC=CC1)OC[C@@H]1N(CC(C1)C=1C=NC=CC1)C1=C(C=C2C(C(=CN(C2=C1)C=1C=NC(=CC1)N1CC(C1)N(C)C)C(=O)O)=O)F